NC1=NC=2C=NC(=CC2C2=C1C=NN2C)C(=O)N([C@@H]2COC1=C2C=CC(=C1)C(F)(F)F)CC 4-amino-N-ethyl-1-methyl-N-((3S)-6-(trifluoromethyl)-2,3-dihydro-1-benzofuran-3-yl)-1H-pyrazolo[4,3-c][1,7]naphthyridine-8-carboxamide